N-[1-(benzyl)-3-pyrrolidinyl]-N,N'-bis(2-pyridinylmethyl)-1,4-benzenedimethanamine C(C1=CC=CC=C1)N1CC(CC1)N(CC1=CC=C(C=C1)CNCC1=NC=CC=C1)CC1=NC=CC=C1